CC1=C(C=C(C=C1)CN1CCOCC1)NC(C1=CC=CC=C1)=O N-(2-methyl-5-(morpholinomethyl)phenyl)benzamide